3-((5-Bromo-2-hydroxyphenyl)sulfonamido)-5-(1-cyanocyclobutyl)-2-hydroxy-N-(2-morpholinoethyl)benzamide BrC=1C=CC(=C(C1)S(=O)(=O)NC=1C(=C(C(=O)NCCN2CCOCC2)C=C(C1)C1(CCC1)C#N)O)O